COC(=O)C1=CC(=NO1)O 3-hydroxy-isoOxazole-5-carboxylic acid methyl ester